tetrahydro-1H-furo[3,4-c]pyrrole C1OCC2C1=CNC2